(S)-2-(1-propenylpiperidin-2-yl)-1-amino-4-(4-(pyridazin-3-ylcarbamoyl)phenyl)-1H-imidazole-5-carboxamide C(=CC)N1[C@@H](CCCC1)C=1N(C(=C(N1)C1=CC=C(C=C1)C(NC=1N=NC=CC1)=O)C(=O)N)N